8-fluoro-7-isopropoxy-2-(1-methyl-2-oxabicyclo[2.1.1]hex-4-yl)-N-(1-((1r,2r)-2-methylcyclopropyl)-2-oxo-1,2-dihydropyridin-3-yl)imidazo[1,2-a]pyridine-6-carboxamide FC=1C=2N(C=C(C1OC(C)C)C(=O)NC=1C(N(C=CC1)[C@H]1[C@@H](C1)C)=O)C=C(N2)C21COC(C2)(C1)C